tert-butyl 4-{2-[4-fluoro-2-(methoxycarbonyl)-6-nitrophenyl]ethynyl}piperidine-1-carboxylate FC1=CC(=C(C(=C1)[N+](=O)[O-])C#CC1CCN(CC1)C(=O)OC(C)(C)C)C(=O)OC